2-Fluoro-4-(3-(2-fluoro-4-(3-methoxypyrrolidin-1-yl)phenyl)-7-(2,8-diazaspiro[4.5]decan-8-yl)-3H-imidazo[4,5-b]pyridin-2-yl)benzonitrile FC1=C(C#N)C=CC(=C1)C1=NC=2C(=NC=CC2N2CCC3(CCNC3)CC2)N1C1=C(C=C(C=C1)N1CC(CC1)OC)F